4-[3-[4-[4-(4,5-dihydroisoxazol-3-yloxy)butyl]-1-piperidyl]propyl]-7-fluoro-1,4-benzoxazin-3-one O1N=C(CC1)OCCCCC1CCN(CC1)CCCN1C(COC2=C1C=CC(=C2)F)=O